OCN1N=C([C@@H](CC1=O)C)C1=CC=C(C=C1)NC(OC(C)(C)C)=O tert-butyl (R)-(4-(1-(hydroxymethyl)-4-methyl-6-oxo-1,4,5,6-tetrahydropyridazin-3-yl)phenyl)carbamate